The molecule is a C82 mycolic acid having a C56 meromycolic chain with two cis cyclopropyl functions and a saturated C26 alpha-branch. It is produced by Mycobacterium tuberculosis H37Ra. It has a role as a bacterial metabolite. It is a hydroxy fatty acid and a mycolic acid. It is a conjugate acid of a (2R)-2-[(1R)-1-hydroxy-20-{2-[10-(2-icosylcyclopropyl)decyl]cyclopropyl}icosyl]hexacosanoate. CCCCCCCCCCCCCCCCCCCCCCCC[C@H]([C@@H](CCCCCCCCCCCCCCCCCCCC1CC1CCCCCCCCCCC2CC2CCCCCCCCCCCCCCCCCCCC)O)C(=O)O